1-(6-chloro-2-pyridinyl)-N-(1-tetrahydropyran-2-yl-indazol-5-yl)indazol-3-amine ClC1=CC=CC(=N1)N1N=C(C2=CC=CC=C12)NC=1C=C2C=NN(C2=CC1)C1OCCCC1